OP(=O)(C)C(C(=O)O)CC [hydroxy(methyl)phosphinoyl]butyric acid